C(C)(C)(C)OC(=O)N1CCN(CC1)C1=CC=C(C=C1)C=1C=C2C(=NC1)C(=CO2)C2=CC(=CC=C2)CNS(=O)(=O)C tert-butyl-4-(4-(3-(3-(methylsulfonamidomethyl)phenyl)furo[3,2-b]pyridin-6-yl)phenyl)piperazine-1-carboxylate